Cl.C(C)OC(CC1CNC1)=O azetidin-3-yl-acetic acid ethyl ester hydrochloride